1-[[1-(3-chlorophenyl)cyclopropyl]methyl]-3-(1-oxaspiro[4.4]nonan-3-yl)urea ClC=1C=C(C=CC1)C1(CC1)CNC(=O)NC1COC2(C1)CCCC2